NC=1C2=C(N=CN1)N(C=C2C2=CC(=C(C=C2)NC(=O)NC2=CC(=C(C=C2)CN2CCN(CC2)C)C(F)(F)F)F)C2CC2 1-(4-(4-AMINO-7-CYCLOPROPYL-7H-PYRROLO[2,3-D]PYRIMIDIN-5-YL)-2-FLUOROPHENYL)-3-(4-((4-METHYLPIPERAZIN-1-YL)METHYL)-3-(TRIFLUOROMETHYL)PHENYL)UREA